C(C)(C)(C)OC(=O)N1C2CC(CC1CC2)OC=2C=C(C(=O)O)C=C(C2)C=2SC(=CN2)C 3-{[(3-endo)-8-(tert-butoxycarbonyl)-8-azabicyclo[3.2.1]oct-3-yl]oxy}-5-(5-methyl-1,3-thiazol-2-yl)benzoic acid